C(#N)C1=CC(=C(OCC2=CC=CC(=N2)SC2CCN(CC2)CC2=NC3=C(N2C[C@H]2OCC2)C=CC=C3)C=C1)F (S)-2-((4-((6-((4-cyano-2-fluorophenoxy)Methyl)pyridin-2-yl)thio)piperidin-1-yl)methyl)-1-(oxetane-2-ylmethyl)-1H-benzo[d]imidazole